1-(1-benzyl-5-(methylthio)-1H-1,2,3-triazol-4-yl)ethan-1-one C(C1=CC=CC=C1)N1N=NC(=C1SC)C(C)=O